C(C)(C)(C)OC(N(CC1(CNCC1)O)C1CC1)=O cyclopropyl-N-[(3-hydroxypyrrolidin-3-yl)methyl]carbamic acid tert-butyl ester